Cl.N1=CC=C(C=C1)[C@H](C)NC(=O)C1(CCOCC1)N1C[C@@H](CC1)OC1=CC(=CC=C1)C(F)(F)F N-((S)-1-(Pyridin-4-yl)ethyl)-4-((R)-3-(3-(trifluoromethyl)phenoxy)pyrrolidin-1-yl)tetrahydro-2H-pyran-4-carboxamide, hydrochloride